ClC1=C(C(=C(C(=N1)N1CCN(CC1)CCNC(OC(C)(C)C)=O)C#N)CC)C#N tert-butyl (2-(4-(6-chloro-3,5-dicyano-4-ethylpyridin-2-yl)piperazin-1-yl)ethyl)carbamate